3,6-Dichloro-1-(2-fluoro-3-((1-(2-methoxy-5-methylpyridin-3-yl)-5-methyl-4-nitro-1H-pyrazol-3-yl)oxy)propyl)-1H-pyrazolo[3,4-d]pyrimidine ClC1=NN(C2=NC(=NC=C21)Cl)CC(COC2=NN(C(=C2[N+](=O)[O-])C)C=2C(=NC=C(C2)C)OC)F